[Sn].C(CCC)O butanol tin